2-chloro-4-iodopyridin-3-amine trifluoroacetic acid salt FC(C(=O)O)(F)F.ClC1=NC=CC(=C1N)I